C12OCC(C1)(C2)CNC(=O)[C@H]2CCN(C1(CC1)C2)C(=O)C2=NNC(=C2)C2=CC(=NC=C2F)OC (S)-N-((2-oxabicyclo[2.1.1]hexan-4-yl)methyl)-4-(5-(5-fluoro-2-methoxypyridin-4-yl)-1H-pyrazole-3-carbonyl)-4-azaspiro[2.5]octane-7-carboxamide